BrC=1C(=CC(=C(/C=N/O)C1)F)OC(C)C (E)-5-bromo-2-fluoro-4-isopropoxy-benzaldehyde oxime